C(C)(C)(C)OC(=O)N1C(C=2C=CC(=NC2CC1)Cl)=O.NCCNCCC[Si](OC)(OC)C N-(β-aminoethyl)-γ-aminopropylmethyldimethoxysilane tert-butyl-2-chloro-5-oxo-7,8-dihydro-1,6-naphthyridine-6(5H)-carboxylate